COCCCOCCC 3-(3-methoxypropoxy)propane